ClC=1C=C(C=CC1Cl)C(=O)C1CC12C(OCC2)=O 1-[(3,4-dichlorophenyl)carbonyl]-5-oxaspiro[2.4]heptan-4-one